ClC1=CC=C(C=C1)C1=NN(C(C2=CC=CC=C12)=O)NC(CC1=CC(=CC=C1)OC(F)(F)F)=O N-[4-(4-chlorophenyl)-1-oxophthalazin-2(1H)-yl]-2-[3-(trifluoromethoxy)phenyl]acetamide